C(C)(=O)C1=C(C2=C(N=C(N=C2)NC2=NC=C(C=C2)N2CCN(CC2)C=2C=NC(=CC2)CCl)N(C1=O)C1CCCC1)C 6-acetyl-2-((5-(4-(6-(chloromethyl)pyridin-3-yl)piperazin-1-yl)pyridin-2-yl)amino)-8-cyclopentyl-5-methylpyrido[2,3-d]pyrimidin-7(8H)-one